Diphenyl thiophosphate P(=S)(OC1=CC=CC=C1)(OC1=CC=CC=C1)[O-]